BrC=1C=C2C3=C(C(OC(C3=CC=C2)=O)=O)C1 5-Bromo-1H,3H-benzo[de]isochromene-1,3-dione